sodium-copper-iron-manganese [Mn].[Fe].[Cu].[Na]